10,12-Tetradecadienoic acid C(CCCCCCCCC=CC=CC)(=O)O